FC1=C(C=CC(=C1)C1=NC=2C=NC(=NC2N(C1=O)C(C)C)N[C@@H]1CNC[C@@H](C1)CF)NS(=O)(=O)CCC N-[2-fluoro-4-[2-[[(3S,5R)-5-(fluoro-methyl)-3-piperidyl]-amino]-8-isopropyl-7-oxo-pteridin-6-yl]-phenyl]propane-1-sulfonamide